CN1C=CC=2C=NC=C(C21)C2CN(C2)C(=O)[C@@H]2CC[C@H]1N2C(CC[C@@H]2[C@@H](C1)C2)=O (3S,6S,7aS,8aR,9aR)-3-(3-(1-methyl-1H-pyrrolo[3,2-c]pyridin-7-yl)azetidine-1-carbonyl)-5-oxodeca-hydro-1H-cyclopropa[d]pyrrolo[1,2-a]azocin